(3R)-4-{2-[6-(azetidin-3-yl)-1-fluoro-3-methylimidazo[1,5-a]pyridin-8-yl]-5-fluorobenzoyl}-3-methylmorpholine N1CC(C1)C=1C=C(C=2N(C1)C(=NC2F)C)C2=C(C(=O)N1[C@@H](COCC1)C)C=C(C=C2)F